FC(C1=NN=C(O1)C=1C=CC(=NC1)CN(C(=O)C1(CN(C1)C1COC1)F)C1=CC=CC=C1)F N-((5-(5-(difluoromethyl)-1,3,4-oxadiazol-2-yl)pyridin-2-yl)methyl)-3-fluoro-1-(oxetan-3-yl)-N-phenylazetidine-3-carboxamide